ethyl 7-(1-(tert-butoxycarbonyl)piperidin-2-yl)-1H-indazole-4-carboxylate C(C)(C)(C)OC(=O)N1C(CCCC1)C1=CC=C(C=2C=NNC12)C(=O)OCC